2,4,5-trifluorobenzyl acrylate C(C=C)(=O)OCC1=C(C=C(C(=C1)F)F)F